N-[[6-[5-(trifluoromethyl)-1H-pyrazole-3-carbonyl]-6-azaspiro[2.5]octan-2-yl]methyl]-1,3-dihydropyrrolo[3,4-c]pyridine FC(C1=CC(=NN1)C(=O)N1CCC2(C(C2)CN2CC=3C=NC=CC3C2)CC1)(F)F